N1(CCOCC1)NC(=O)[O-].[NH2+]1CCOCC1 morpholinium morpholincarbamate